tert-butyl (2S,6S)-2,6-dimethyl-4-[2-[(2-methylpyrazol-3-yl)methoxy]-1,3-benzothiazol-4-yl]piperazine-1-carboxylate C[C@@H]1N([C@H](CN(C1)C1=CC=CC2=C1N=C(S2)OCC=2N(N=CC2)C)C)C(=O)OC(C)(C)C